[Cl-].C(CCCCCCCCCCCCCCCCC)[N+](C)(C)CCCCCCCCCCCCCCCCCC Distearyldimethylammonium chlorid